O=C1N(CCC(N1)=O)C1=NN(C2=CC(=CC=C12)C1CCN(CC1)C1CCN(CC1)C(=O)OC(C)(C)C)C tert-butyl 4-(3-(2,4-dioxotetrahydropyrimidin-1(2H)-yl)-1-methyl-1H-indazol-6-yl)-[1,4'-bipiperidine]-1'-carboxylate